COC1=CC=CC=2N(C=NC21)C[C@H]2OCC2 4-methoxy-1-(((S)-oxetan-2-yl)methyl)-1H-benzo[d]imidazole